4-(1H-1,2,3-triazol-1-yl)-2,3-dihydro-1H-pyrazol-3-one N1(N=NC=C1)C=1C(NNC1)=O